C(C1=CC=CC=C1)C1C(CC(C1)=O)=O 4-benzyl-cyclopentane-1,3-dione